C(C)(C)(C)OC(=O)N1[C@H]2[C@H]([C@@H](C1)C2)N(C(=O)OC(C)(C)C)C2=C(C(=NC1=C(C(=C(C=C21)CCC#N)Br)F)SC)N (1r,4r,5s)-5-((3-amino-7-bromo-6-(2-cyanoethyl)-8-fluoro-2-(methylsulfanyl)-quinolin-4-yl)(tert-butoxycarbonyl)amino)-2-azabicyclo[2.1.1]hexane-2-carboxylic acid tert-butyl ester